N-(1-(5-((1,1-dimethyl-2,3-dihydro-1H-inden-2-yl)amino)pyridin-2-yl)-2,2,2-trifluoroethyl)-N-methyl-2-oxo-1,2-dihydropyridine-4-carboxamide CC1(C(CC2=CC=CC=C12)NC=1C=CC(=NC1)C(C(F)(F)F)N(C(=O)C1=CC(NC=C1)=O)C)C